2-Amino-4-chloro-5-(methylsulfanyl)phenol NC1=C(C=C(C(=C1)Cl)SC)O